NCC1=C(C=CC=C1)C=1C(=CC=CC1)C(=O)O 2'-(aminomethyl)-biphenyl-2-carboxylic acid